ClC=1N=CC2=C(N1)SC(=N2)NC(OC(C)(C)C)=O tert-butyl N-(5-chlorothiazolo[5,4-d]pyrimidin-2-yl)carbamate